C[Si](CCOCN1N=C(C2=C1CCC2)C=O)(C)C 1-((2-(trimethylsilyl)ethoxy)methyl)-1,4,5,6-tetrahydrocyclopenta[c]Pyrazole-3-carbaldehyde